C(C)(C)=C([C@H]([C@@H]1[C@@H]([C@H]([C@@H](O)O1)O)O)O)O isopropylidene-alpha-D-glucofuranose